5-phenyl-2,3-dihydrobenzo[d]isothiazole-3-carboxylic acid methyl ester 1,1-dioxide COC(=O)C1NS(C2=C1C=C(C=C2)C2=CC=CC=C2)(=O)=O